rac-(4-(benzyloxy)-6-((2R*,3S*,4S*,5R*)-3-(3,4-difluoro-2-methoxyphenyl)-4,5-dimethyl-5-(trifluoromethyl)tetrahydrofuran-2-yl)-2-methylpyridin-3-yl)(imino)(methyl)-λ6-sulfanone C(C1=CC=CC=C1)OC1=C(C(=NC(=C1)[C@@H]1O[C@]([C@H]([C@H]1C1=C(C(=C(C=C1)F)F)OC)C)(C(F)(F)F)C)C)[S@](=O)(C)=N |o1:14,16,17,18,&1:36|